BrC1=C(CO)C=CC=C1Br 2,3-dibromobenzyl alcohol